C1(=CC=CC=C1)CCN1CCC(CC1)N(C(=O)C=1OC=CC1)C1=CC=CC=C1 N-(1-(2-phenylethyl)-4-piperidinyl)-N-phenylfuran-2-carboxamide